COC(=O)C1=NNC(=N1)S 5-mercapto-1,2,4-triazole-3-carboxylic acid methyl ester